O=C1NC(CCC1N1C(C2=CC=C(C=C2C1)NC(=O)C=1C=NC2=CC(=CC=C2C1O)OC)=O)=O N-(2-(2,6-dioxopiperidin-3-yl)-1-oxoisoindolin-5-yl)-4-hydroxy-7-methoxyquinoline-3-carboxamide